3-(PROP-2-YN-1-YLOXY)PROPANOIC ACID C(C#C)OCCC(=O)O